6-(2,4-dimethoxypyrimidin-5-yl)-8-[(1S,2S)-2-[1-(2,2,2-trifluoroethyl)-3-(trifluoromethyl)pyrrolo[2,3-b]pyridin-6-yl]cyclopropyl]imidazo[1,2-b]pyridazine COC1=NC=C(C(=N1)OC)C=1C=C(C=2N(N1)C=CN2)[C@@H]2[C@H](C2)C2=CC=C1C(=N2)N(C=C1C(F)(F)F)CC(F)(F)F